ClC1=C(C=CC=C1C1=NC(=C(C=O)C=C1)OC)C1=C(C(=CC=C1)NC=1C2=C(N=C(N1)C(C)C)C=CC=N2)C 6-(2-chloro-3'-((2-isopropylpyrido[3,2-d]pyrimidin-4-yl)amino)-2'-methyl-[1,1'-biphenyl]-3-yl)-2-methoxynicotinaldehyde